4-fluoro-1-(4-((5-fluoro-4-(3-(2-oxopyridin-1(2H)-yl)phenyl)pyrimidin-2-yl)amino)cyclohexane-1-carbonyl)piperidin FC1CCN(CC1)C(=O)C1CCC(CC1)NC1=NC=C(C(=N1)C1=CC(=CC=C1)N1C(C=CC=C1)=O)F